CC1=NOC(=C1C=1C=C(C=CC1OCCN1CCCC1)NC(=O)C1=C(C=NO1)C)C N-(3-(3,5-dimethylisoxazol-4-yl)-4-(2-(pyrrolidin-1-yl)ethoxy)phenyl)-4-methylisoxazole-5-carboxamide